tert-butyl ((4-((1S,3s)-3-(6-((2S,6R)-2,6-dimethylmorpholino)pyridin-2-yl)cyclobutyl)pyridin-2-yl)methyl)carbamate C[C@@H]1O[C@@H](CN(C1)C1=CC=CC(=N1)C1CC(C1)C1=CC(=NC=C1)CNC(OC(C)(C)C)=O)C